4-chloro-2-(chloromethyl)-3-methoxypyridine ClC1=C(C(=NC=C1)CCl)OC